FC=1C=C(C=CC1OC)C=1N=C2N(C=C(C=C2C)C2CCN(CC2)C2CCN(CC2)C(C)C)C1 2-(3-fluoro-4-methoxyphenyl)-6-(1'-isopropyl-[1,4'-bipiperidin]-4-yl)-8-methylimidazo[1,2-a]pyridine